6-(2,6-dichloro-4-nitrophenoxy)-2-(3-fluorophenyl)-3,4-dihydroisoquinolin-1(2H)-one ClC1=C(OC=2C=C3CCN(C(C3=CC2)=O)C2=CC(=CC=C2)F)C(=CC(=C1)[N+](=O)[O-])Cl